C1(CC1)CNC=1C=C2C(=NC(=NC2=CC1)C)S 6-((cyclopropylmethyl)amino)-2-methylquinazoline-4-thiol